ClC1=C(C=C(C=C1)NC(=O)C1=CC=C(OC2=CC(=NC=C2)C(=O)NC)C=C1)C(F)(F)F 4-[4-[[4-chloro-3-(trifluoromethyl)phenyl]carbamoyl]phenoxy]-N-methyl-pyridine-2-carboxamide